C[C@@H]1C=2C=3C=C(N=NC3NC2CCN1C1=NC=C(C=N1)N1C[C@@H](NCC1)C)C1=C(C=CC=C1)O 2-[(3R)-3-methyl-4-[5-[(3S)-3-methylpiperazin-1-yl]pyrimidin-2-yl]-4,8,10,11-tetrazatricyclo[7.4.0.02,7]trideca-1(9),2(7),10,12-tetraen-12-yl]phenol